(Diborylmethyl)Iodide BC(B)I